tri(2,6-di-tert-butylphenyl) phosphate P(=O)(OC1=C(C=CC=C1C(C)(C)C)C(C)(C)C)(OC1=C(C=CC=C1C(C)(C)C)C(C)(C)C)OC1=C(C=CC=C1C(C)(C)C)C(C)(C)C